(S)-N-(1-(1-(5-((dimethyl(oxo)-λ6-sulfaneylidene)amino)pyrimidin-2-yl)-1H-1,2,4-triazol-5-yl)ethyl)-3,5-bis(trifluoromethyl)benzamide CS(=O)(C)=NC=1C=NC(=NC1)N1N=CN=C1[C@H](C)NC(C1=CC(=CC(=C1)C(F)(F)F)C(F)(F)F)=O